hexene hydroperoxide CCCC/C=C/OO